3-chloro-N-[1-[2-(5-chloro-2-pyridyl)-5-methylsulfonyl-1,2,4-triazol-3-yl]ethyl]-5-methylsulfonyl-benzamide ClC=1C=C(C(=O)NC(C)C=2N(N=C(N2)S(=O)(=O)C)C2=NC=C(C=C2)Cl)C=C(C1)S(=O)(=O)C